NC1=NC(=C(C=C1C=1C=C2CCNC(C2=CC1)=O)C1=CC(=C(C=C1)N1C[C@@H](OCC1)C)CN1CCC1)F (S)-6-(2-amino-5-(3-(azetidin-1-ylmethyl)-4-(2-methylmorpholino)phenyl)-6-fluoropyridin-3-yl)-3,4-dihydroisoquinolin-1(2H)-one